{4-(1,1-difluoroethyl)-2,6-dimethylphenyl}carbamic acid tert-butyl ester C(C)(C)(C)OC(NC1=C(C=C(C=C1C)C(C)(F)F)C)=O